ClC1=NC=C(C(=C1)I)OC(F)(F)F 2-chloro-4-iodo-5-(trifluoromethoxy)pyridine